(5-(5-ethynyl-benzo[d]thiazol-2-yl)pyridin-3-yl)acetamide C(#C)C=1C=CC2=C(N=C(S2)C=2C=C(C=NC2)CC(=O)N)C1